2-chloro-5-cyclopropyl-8-(4-(1-methyl-4-(trifluoromethyl)-1H-imidazol-2-yl)benzyl)-7,8-dihydro-pteridin-6(5H)-one ClC1=NC=2N(CC(N(C2C=N1)C1CC1)=O)CC1=CC=C(C=C1)C=1N(C=C(N1)C(F)(F)F)C